methyl 2-(6-bromo-4-cyclopropyl-2-oxo-1,2-dihydroquinolin-3-yl)acetate BrC=1C=C2C(=C(C(NC2=CC1)=O)CC(=O)OC)C1CC1